COC=1C=CC=2C(N1)=NN(C2)C 6-methoxy-2-methyl-2H-pyrazolo[3,4-b]pyridine